ClC1=C(C[C@H]2NC(=NOC2)C2=C(N=NC(=C2)C)OC2=C(C(=CC=C2)C)F)C=CC(=C1)C |r| (5RS)-5-(2-chloro-4-methylbenzyl)-3-[3-(2-fluoro-3-methylphenoxy)-6-methylpyridazin-4-yl]-5,6-dihydro-4H-1,2,4-oxadiazine